4-[2-[[(2S)-1-(3-aminopropyl)pyrrolidin-2-yl]methoxy]-4-(3,8-diazabicyclo[3.2.1]octan-3-yl)-8-fluoro-quinazolin-7-yl]naphthalen-2-ol NCCCN1[C@@H](CCC1)COC1=NC2=C(C(=CC=C2C(=N1)N1CC2CCC(C1)N2)C2=CC(=CC1=CC=CC=C21)O)F